4-((S)-1-((R)-1-((4'-carbamoyl-2'-hydroxy-[1,1'-biphenyl]-3-yl)methyl)pyrrolidine-2-carboxamido)ethyl)benzoic acid C(N)(=O)C1=CC(=C(C=C1)C1=CC(=CC=C1)CN1[C@H](CCC1)C(=O)N[C@@H](C)C1=CC=C(C(=O)O)C=C1)O